Methyl 2-acetamido-6-bromonicotinate C(C)(=O)NC1=C(C(=O)OC)C=CC(=N1)Br